(7-((2-methoxyethoxy)methoxy)-4H-chromen-3-yl)boronic acid COCCOCOC1=CC=C2CC(=COC2=C1)B(O)O